FC1=C(C(=O)NC2=CC(=CC=C2)C=2N=C(NC2C2=CC(=NC=C2)NC2=CC=CC=C2)SC)C(=CC=C1)F 2,6-difluoro-N-(3-(2-(methylthio)-5-(2-(phenylamino)pyridin-4-yl)-1H-imidazol-4-yl)phenyl)benzamide